N-benzhydryl-2-[1-[(4-isopropylphenyl)methyl]-5-oxopyrrolidin-2-yl]acetamid C(C1=CC=CC=C1)(C1=CC=CC=C1)NC(CC1N(C(CC1)=O)CC1=CC=C(C=C1)C(C)C)=O